C1(CC1)C1=CC=C(C=C1)C=1NC(=C(C1)C(=O)NCCN1CCN(CC1)C)C1=CC=CC=C1 (4-cyclopropylphenyl)-N-(2-(4-methylpiperazin-1-yl)ethyl)-5-phenylAzole-4-carboxamide